rac-tert-butyl (6-((1S*,2S*)-2-(4-methylpyrimidin-2-yl)cyclopropyl)-1,5-naphthyridin-3-yl)carbamate CC1=NC(=NC=C1)[C@@H]1[C@H](C1)C=1N=C2C=C(C=NC2=CC1)NC(OC(C)(C)C)=O |r|